(2,3,6-trifluorophenyl)methyl-[2-[(2R,3R,4S,5S)-3,4,5-tris[(3,4-dimethoxyphenyl)methoxy]-6-(4-methoxyphenoxy)tetrahydropyran-2-yl]ethyl]phosphinic acid FC1=C(C(=CC=C1F)F)CP(O)(=O)CC[C@H]1OC([C@H]([C@H]([C@@H]1OCC1=CC(=C(C=C1)OC)OC)OCC1=CC(=C(C=C1)OC)OC)OCC1=CC(=C(C=C1)OC)OC)OC1=CC=C(C=C1)OC